platinum compound with hydrogen peroxide OO.[Pt]